5-bromo-2-methyl-pentan-1-ol BrCCCC(CO)C